tert-butyl (2-(6-phenyl-1,2,4,5-tetrazin-3-yl)cyclopentyl)carbamate C1(=CC=CC=C1)C1=NN=C(N=N1)C1C(CCC1)NC(OC(C)(C)C)=O